5-((5-(2-hydroxy-6-methoxy-phenyl)-1H-pyrazol-3-yl)amino)pyrazine OC1=C(C(=CC=C1)OC)C1=CC(=NN1)NC=1N=CC=NC1